(R)-4-(((S)-1-methoxy-3-methyl-1-oxobutan-2-yl)(methyl)carbamoyl)-2-methylpiperazine-1-carboxylic acid tert-butyl ester C(C)(C)(C)OC(=O)N1[C@@H](CN(CC1)C(N(C)[C@H](C(=O)OC)C(C)C)=O)C